P(OC)N methyl phosphonamidite